6-(2,4-dimethoxypyrimidin-5-yl)-3-fluoro-8-[(1R,2R)-2-[5-(trifluoromethyl)-2-pyridyl]cyclopropyl]imidazo[1,2-b]pyridazine COC1=NC=C(C(=N1)OC)C=1C=C(C=2N(N1)C(=CN2)F)[C@H]2[C@@H](C2)C2=NC=C(C=C2)C(F)(F)F